3-(1-oxo-5-(((1S,2R)-2-(3-(tetrahydro-2H-pyran-4-yl)-azetidin-1-yl)cyclohexyl)-oxy)isoindolin-2-yl)piperidine-2,6-dione O=C1N(CC2=CC(=CC=C12)O[C@@H]1[C@@H](CCCC1)N1CC(C1)C1CCOCC1)C1C(NC(CC1)=O)=O